(3-((6-amino-2-((2-chloropyridin-4-yl)methoxy)-9H-purin-9-yl)methyl)phenyl)methanol NC1=C2N=CN(C2=NC(=N1)OCC1=CC(=NC=C1)Cl)CC=1C=C(C=CC1)CO